methyl 3-benzylsulfanyl-5-chloro-4-fluorobenzoate C(C1=CC=CC=C1)SC=1C=C(C(=O)OC)C=C(C1F)Cl